N1(CCCCC1)C1CCN(CC1)CC=1C(=NC2=CC(=CC=C2C1C(=O)NC1(CC1)C1=CC=CC=C1)Br)C1=CC(=CC=C1)C(F)(F)F 3-(1,4'-bipiperidin-1'-ylmethyl)-7-bromo-N-(1-phenylcyclopropyl)-2-[3-(trifluoromethyl)phenyl]-4-quinolinecarboxamide